N[C@H](C(=O)NC1=CC=C(C=C1)C=1C(=[N+](C=CC1C(F)(F)F)[O-])C)C1CCC(CC1)(F)F (S)-3-(4-(2-amino-2-(4,4-difluorocyclohexyl)acetamido)phenyl)-2-methyl-4-(trifluoromethyl)pyridine 1-oxide